4,5-dihydroxy-1H-imidazole OC=1N=CNC1O